7-(6-chloropyridin-3-yl)-N-(1H-indazol-5-yl)-5-methyl-2-(trifluoromethyl)-4,7-dihydropyrazolo[1,5-a]pyrimidine-6-carboxamide ClC1=CC=C(C=N1)C1C(=C(NC=2N1N=C(C2)C(F)(F)F)C)C(=O)NC=2C=C1C=NNC1=CC2